dopamine oleate C(CCCCCCC\C=C/CCCCCCCC)(=O)O.NCCC1=CC(O)=C(O)C=C1